OC(CNC(C(N)=O)=O)O N'-dihydroxyethyl-oxamide